2-(5-fluoro-2-methoxypyridin-4-yl)-3-((S)-7'-methyl-6'-(pyrimidin-2-yl)-3',4'-dihydro-1'H-spiro[pyrrolidine-3,2'-[1,8]naphthyridin]-1-yl)-3-oxopropanenitrile FC=1C(=CC(=NC1)OC)C(C#N)C(=O)N1C[C@@]2(NC3=NC(=C(C=C3CC2)C2=NC=CC=N2)C)CC1